3-hydroxymethylpropane triacrylate C(C=C)(=O)O.C(C=C)(=O)O.C(C=C)(=O)O.OCCCC